(2S,3S,4S,5S,6S)-2-((S)-2-acetoxy-1-fluoroethyl)-6-(phosphonooxy)tetrahydro-2H-pyran-3,4,5-triyl triacetate triethyl-amine salt C(C)N(CC)CC.C(C)(=O)O[C@@H]1[C@H](O[C@H]([C@H]([C@H]1OC(C)=O)OC(C)=O)OP(=O)(O)O)[C@H](COC(C)=O)F